L-leucine hexadecyl ester C(CCCCCCCCCCCCCCC)OC([C@@H](N)CC(C)C)=O